O1CCN(CC1)C1CCCCC1 trans-4-morpholinocyclohexane